C12(CCC(O1)C2)CO (5-oxabicyclo[2.1.1]hexane-1-yl)methanol